2,4-Dihydroxy-3-methyl-benzaldehyde OC1=C(C=O)C=CC(=C1C)O